ClC1=C(C=CC(=C1)[N+](=O)[O-])OC1CC(C1)OC 2-chloro-1-((1s,3s)-3-methoxycyclobutoxy)-4-nitrobenzene